N-methyl-hexyl-amine CNCCCCCC